5-((4-(2-((4-(3-aminopropoxy)phenyl)amino)pyrrolo[2,1-f][1,2,4]triazin-7-yl)phenyl)amino)pentanoic acid NCCCOC1=CC=C(C=C1)NC1=NN2C(C=N1)=CC=C2C2=CC=C(C=C2)NCCCCC(=O)O